BrC=1C=C2\C(\C(N(C2=CC1)C)=O)=C\1/C(NC2=CC=CC=C12)=O (E)-5-Bromo-1-methyl-[3,3'-biindolinylidene]-2,2'-dione